1,4-bis[(5-ethyl-1-azabicyclo[2.2.2]octan-2-yl)-(6-methoxyquinolin-4-yl)methoxy]anthracene-9,10-dione C(C)C1C2CC(N(C1)CC2)C(OC2=CC=C(C=1C(C3=CC=CC=C3C(C21)=O)=O)OC(C2=CC=NC1=CC=C(C=C21)OC)C2N1CC(C(C2)CC1)CC)C1=CC=NC2=CC=C(C=C12)OC